C(CCCCCCCCCCCCCCCCC)(=O)OCCCCCCCC\C=C\C\C=C/CCCCC trans-linoleyl stearate